methyl (2R)-3-(3-{[5-(difluoromethoxy)-1H-pyrazol-3-yl]amino}-5H-pyrrolo[2,3-b]pyrazin-5-yl)-2-methylpropanoate FC(OC1=CC(=NN1)NC1=CN=C2C(=N1)N(C=C2)C[C@H](C(=O)OC)C)F